FC1=C(C=CC(=N1)C(=O)NC)N1CCN(CC1)CC=1C=CC=2C3=C(C(NC2C1F)=O)C(CO3)([2H])[2H] 6-fluoro-5-(4-((6-fluoro-4-oxo-2,3,4,5-tetrahydrofurano[3,2-c]quinolin-7-yl-3,3-d2)methyl)piperazin-1-yl)-N-methylpyridineamide